2,6-dichloro-3-piperazin-1-yl-quinoline ClC1=NC2=CC=C(C=C2C=C1N1CCNCC1)Cl